C1=C(C(=C(C=C1)NC(=S)N)C)C 4-xylylthiourea